FC1(C(N(C2=C(O1)C=CC(=C2)C2=C(C(=C(C(=C2F)F)F)F)F)CC(=O)O)=O)F 2-(2,2-difluoro-3-oxo-6-(perfluorophenyl)-2,3-dihydro-4H-benzo[b][1,4]oxazin-4-yl)acetic acid